5,6-difluoroindoline Cadmium Magnesium Manganese [Mn].[Mg].[Cd].FC=1C=C2CCNC2=CC1F